2-(3-(Carboxymethyl)-2,5-dihydroxyphenyl)-1H-benzo[d]imidazol C(=O)(O)CC=1C(=C(C=C(C1)O)C1=NC2=C(N1)C=CC=C2)O